C1(=CC=CC=C1)[C@@H](C)OC(=O)C=1C2C3=CC=CC=C3C(C1)O2 11-Oxa-tricyclo[6.2.1.02,7]undeca-2,4,6,9-tetraene-9-carboxylic acid (R)-1-phenyl-ethyl ester